4-((2S,5R)-2,5-dimethylpiperazin-1-yl)-7-(2-fluoro-5-methylphenyl)-1-(2-isoPropyl-4-methylpyridin-3-yl)-2-oxo-1,2-dihydropyrido[2,3-d]pyrimidine-6-carbonitrile C[C@@H]1N(C[C@H](NC1)C)C=1C2=C(N(C(N1)=O)C=1C(=NC=CC1C)C(C)C)N=C(C(=C2)C#N)C2=C(C=CC(=C2)C)F